tert-butyl (2S,7R*)-2-{[(1S)-1-cyano-2-[4-(3-methyl-2-oxo-2,3-dihydro-1,3-benzoxazol-5-yl)phenyl]ethyl]carbamoyl}-7-methoxy-1,4-oxazocane-4-carboxylate C(#N)[C@H](CC1=CC=C(C=C1)C=1C=CC2=C(N(C(O2)=O)C)C1)NC(=O)[C@H]1OC[C@@H](CCN(C1)C(=O)OC(C)(C)C)OC |o1:27|